ClC1=C(C=CC=2C3=C(NC12)CCN(C3)C(=O)C3=NC=C(C=N3)N3[C@@H](CCC3)CO)Cl (S)-(6,7-dichloro-1,3,4,5-tetrahydro-2H-pyrido[4,3-b]indol-2-yl)(5-(2-(hydroxymethyl)pyrrolidin-1-yl)pyrimidin-2-yl)methanone